OC1=C(N=CNC1=O)C(CC#N)CC1=CC=C(C=C1)C#CC1=CC=C(C=C1)CN1CCOCC1 3-(5-hydroxy-6-oxo-1,6-dihydropyrimidin-4-yl)-4-(4-((4-(morpholinomethyl)phenyl)ethynyl)phenyl)butanenitrile